({4'-[(6S)-2,3,6,9-tetramethyl-6H-thieno[3,2-f][1,2,4]triazolo[4,3-a][1,4]diazepin-4-yl][1,1'-biphenyl]-4-yl}oxy)acetic acid tert-butyl ester C(C)(C)(C)OC(COC1=CC=C(C=C1)C1=CC=C(C=C1)C1=N[C@H](C=2N(C3=C1C(=C(S3)C)C)C(=NN2)C)C)=O